FC1=C(OCCCCCN2CCN(CC2)C=2C=C3CN(C(C3=CC2)=O)C2C(NC(CC2)=O)=O)C=CC(=C1)C1C(COC2=CC(=CC=C12)O)C1=C(C=C(C=C1)F)C 3-(5-(4-(5-(2-Fluoro-4-(3-(4-fluoro-2-methylphenyl)-7-hydroxychroman-4-yl)phenoxy)pentyl)piperazin-1-yl)-1-oxoisoindolin-2-yl)piperidin-2,6-dion